N1=CN=C(C2=C1SC1=C2CCCC1)NC1=CC2=C(C(NC23CCCCC3)=O)S1 2'-((5,6,7,8-Tetrahydrobenzo[4,5]thieno[2,3-d]pyrimidin-4-yl)amino)spiro[cyclohexane-1,4'-thieno[2,3-c]pyrrol]-6'(5'H)-one